C(#N)C(C(=O)OCC(COC(C(=C(C1=CC=CC=C1)C1=CC=CC=C1)C#N)=O)(COC(C(=C(C1=CC=CC=C1)C1=CC=CC=C1)C#N)=O)COC(C(=C(C1=CC=CC=C1)C1=CC=CC=C1)C#N)=O)=C(C1=CC=CC=C1)C1=CC=CC=C1 pentaerythritol tetrakis(2-cyano-3,3-di-phenylacrylate)